FC=1C(=NC(=NC1)NC1=NC=C(C=C1)C1CCN(CC1)C)C1=C(C2=C(C3(N(C2=O)C)CC3)S1)C(F)(F)F 2'-(5-Fluoro-2-((5-(1-methyl-piperidin-4-yl)pyridin-2-yl)amino)pyrimidin-4-yl)-5'-methyl-3'-(trifluoromethyl)spiro[cyclopropane-1,6'-thieno[2,3-c]pyrrol]-4'(5'H)-one